CC1(C(C[C@@](C1=O)(C(=O)OC)C#C[Si](C(C)C)(C(C)C)C(C)C)=O)C methyl (R)-2,2-dimethyl-4-((triisopropylsilyl) ethynyl)-1,3-dioxocyclopentane-4-carboxylate